1-Decyl-3-ethylpiperidinium methansulfonat CS(=O)(=O)[O-].C(CCCCCCCCC)[NH+]1CC(CCC1)CC